C(C)(C)(C)OC(=O)NCCCC[C@H](N)C(=O)OCC1=CC=CC=C1 benzyl N6-(tert-butoxycarbonyl)-L-lysinate